ClC=1C(=C2C(=NC1)NC(=C2)C(=O)OC)C=2C=NC=C(C2)C2=CC=C(C=C2)N2C(CCC2)=O methyl 5-chloro-4-(5-(4-(2-oxopyrrolidin-1-yl)phenyl)pyridin-3-yl)-1H-pyrrolo[2,3-b]pyridine-2-carboxylate